CS(=O)(=O)[O-].C(CCCCCCCCCCCCC)C(COC(C[NH3+])=O)CCCCCCCCCCCCCCCC 2-((2-tetradecyloctadecyl)oxy)-2-oxoethan-1-aminium methanesulphonate